tert-butyl (4-(aminomethyl)-6-fluoro-7-methoxyquinolin-3-yl)(2,2,2-trifluoroethyl)carbamate NCC1=C(C=NC2=CC(=C(C=C12)F)OC)N(C(OC(C)(C)C)=O)CC(F)(F)F